NC1=NC=NC2=C(C=C(C=C12)O)C(=O)NC1=C2C=CN=C(C2=CC=C1C)NC1=C(C(=CC=C1)Cl)F 4-amino-N-(1-((3-chloro-2-fluorophenyl)amino)-6-methylisoquinolin-5-yl)-6-hydroxyquinazolin-8-carboxamide